3-(4-hydroxyphenyl)-propionate OC1=CC=C(C=C1)CCC(=O)[O-]